anti-quinolone N1C(C=CC2=CC=CC=C12)=O